CC1=CC=C(/C=C/C(=O)O)C=C1 trans-4-methyl-cinnamic acid